((8-fluoroquinoxalin-6-yl)methyl)-4-(piperazin-1-yl)pyridin-3-amine FC=1C=C(C=C2N=CC=NC12)CC1=NC=CC(=C1N)N1CCNCC1